2-(4-Bromo-1-(2,5-difluorophenyl)but-3-yn-1-yl)-4-chloro-6-((triisopropylsilyl)ethynyl)-2H-indazole BrC#CCC(C1=C(C=CC(=C1)F)F)N1N=C2C=C(C=C(C2=C1)Cl)C#C[Si](C(C)C)(C(C)C)C(C)C